3-chloro-6-(1-methyl-1H-pyrazol-4-yl)pyrazolo[1,5-a]pyridine-4-ol ClC=1C=NN2C1C(=CC(=C2)C=2C=NN(C2)C)O